C(OC1=C2C(=CNC2=CC=C1)CC[NH+](C)CC)([O-])=O 3-{2-[(R)-ethyl-(methyl)azaniumyl] ethyl}-1H-indol-4-yl carbonate